benzyl (tert-butoxycarbonyl)-L-allo-threoninate C(C)(C)(C)OC(=O)N[C@@H]([C@@H](O)C)C(=O)OCC1=CC=CC=C1